CN1N=C2C(=NC(=CC2=C1)B1OC(C(O1)(C)C)(C)C)C 2,7-dimethyl-5-(4,4,5,5-tetramethyl-1,3,2-dioxaborolan-2-yl)-2H-pyrazolo[3,4-c]pyridine